N1=C(C=NC=C1)N pyrazin-2-amine